3-benzyl-1-[4-(triethoxysilyl)butyl]-1,2,4-triazole C(C1=CC=CC=C1)C1=NN(C=N1)CCCC[Si](OCC)(OCC)OCC